C(#N)C(C(=O)[O-])=C(C1=CC=CC=C1)C1=CC=CC=C1 alpha-cyanodiphenylacrylate